Ethyl 6-isopropyl-2-oxo-9-(piperidin-4-ylmethoxy)-10-(thiazol-2-yl)-6,7-dihydro-2H-pyrido[2,1-a]isoquinoline-3-carboxylate C(C)(C)C1N2C(C3=CC(=C(C=C3C1)OCC1CCNCC1)C=1SC=CN1)=CC(C(=C2)C(=O)OCC)=O